tert-Butyl 3-(4-fluorophenyl)-3-(((5-(methyl-d3)-2-(trifluoromethyl)pyrazolo[1,5-a]pyrimidin-7-yl)amino)methyl)azetidine-1-carboxylate FC1=CC=C(C=C1)C1(CN(C1)C(=O)OC(C)(C)C)CNC1=CC(=NC=2N1N=C(C2)C(F)(F)F)C([2H])([2H])[2H]